2-[methyl(6-pentyl-4-phenylquinolin-2-yl)amino]acetic acid CN(CC(=O)O)C1=NC2=CC=C(C=C2C(=C1)C1=CC=CC=C1)CCCCC